4-fluoro-N-(3-(2-((3-methoxy-1-methyl-1H-pyrazol-4-yl)amino)-5-methylpyrimidin-4-yl)-1H-indol-7-yl)-1'-methyl-[1,3'-bipyrrolidine]-2-carboxamide FC1CC(N(C1)C1CN(CC1)C)C(=O)NC=1C=CC=C2C(=CNC12)C1=NC(=NC=C1C)NC=1C(=NN(C1)C)OC